hydroxyicosa-5Z,9E,11Z,14Z,17Z-pentaenoic acid OC(C(=O)O)CC\C=C/CC\C=C\C=C/C\C=C/C\C=C/CC